1-(4-(4-((3-chloro-4-(pyrimidin-5-ylmethoxy)phenyl)amino)-7H-pyrrolo[2,3-d]pyrimidin-5-yl)piperidin-1-yl)prop-2-en-1-one ClC=1C=C(C=CC1OCC=1C=NC=NC1)NC=1C2=C(N=CN1)NC=C2C2CCN(CC2)C(C=C)=O